C(C)(C)(C)OC(=O)NCC1(OC2=C(OC1)C=C(C=C2[C@@H](C)NC2=NC=1N(C=C2)N=CC1C(=O)O)F)C 5-(((1R)-1-(3-(((tert-butoxycarbonyl)amino)methyl)-7-fluoro-3-methyl-2,3-dihydrobenzo[b][1,4]dioxin-5-yl)ethyl)amino)pyrazolo[1,5-a]pyrimidine-3-carboxylic acid